COC=1C=C(C(COC=2C(C(=O)O)=CC=C(C2)OC)=CC1)O 4-methoxysalicyl-(4-Methoxysalicylic acid)